(±)-trans-4-phenyl-3-(isoquinolin-5-ylcarbamoyl)pyrrolidine-1-carboxylic acid tert-butyl ester C(C)(C)(C)OC(=O)N1C[C@H]([C@@H](C1)C1=CC=CC=C1)C(NC1=C2C=CN=CC2=CC=C1)=O |r|